O=C1NC(CCC1N1C(C2=CC=C(C=C2C1=O)OCC=O)=O)=O 2-[2-(2,6-dioxo-3-piperidyl)-1,3-dioxo-isoindolin-5-yl]Oxyacetaldehyde